3-[6-(3-methoxy-4-methyl-phenoxy)-3-pyridinyl]-1H-benzoimidazol-2-one COC=1C=C(OC2=CC=C(C=N2)N2C(NC3=C2C=CC=C3)=O)C=CC1C